1,2-ethylene chloride C(CCl)Cl